[N+](=O)([O-])[O-].C(CCCCCCCCCCCCCCCCC)(=O)NCCC[N+](CCO)(C)C stearamidopropyldimethyl-β-hydroxyethylammonium nitrate